C(C1=CC=CC=C1)OC=1C=C2CCC(=C(C2=CC1)C1=CC(=C(C=C1)N1CCC(CC1)C(OC)OC)F)C=1CCOCC1 1-(4-(6-(benzyloxy)-2-(3,6-dihydro-2H-pyran-4-yl)-3,4-dihydronaphthalen-1-yl)-2-fluorophenyl)-4-(dimethoxymethyl)piperidine